C(CCSCCC(=O)O)(=O)O mono-thiodipropionic acid